tert-butyl (2R,4R)-2-[(4-tert-butylphenyl)-[2-oxo-1-(3-pyridyl)-2-(tetrahydropyran-4-ylamino)ethyl]carbamoyl]-4-hydroxy-4-methyl-pyrrolidine-1-carboxylate C(C)(C)(C)C1=CC=C(C=C1)N(C(=O)[C@@H]1N(C[C@](C1)(C)O)C(=O)OC(C)(C)C)C(C(NC1CCOCC1)=O)C=1C=NC=CC1